4-((4-fluoro-3-nitrophenyl)amino)-6-methyl-1H-indole-2-carboxylic acid FC1=C(C=C(C=C1)NC1=C2C=C(NC2=CC(=C1)C)C(=O)O)[N+](=O)[O-]